2-FLUORONAPHTHALENE-6-BORONIC ACID FC1=CC2=CC=C(C=C2C=C1)B(O)O